C(C1=CC=CC=C1)OC1=C2C(=CNC2=CC=C1)C(C(=O)NC(C)C)=O 2-[4-(benzyloxy)-1H-indol-3-yl]-2-oxo-N-(propan-2-yl)acetamide